BrC1=C(C(=C(C=C1)[N+](=O)[O-])F)C 1-Bromo-3-fluoro-2-methyl-4-nitrobenzene